ethyl (S)-3-(3-(4-hydroxy-1-methyl-2-oxo-1,2-dihydropyridin-3-yl)ureido)-3-(4-(2-methoxyphenoxy) phenyl)propanoate OC1=C(C(N(C=C1)C)=O)NC(N[C@@H](CC(=O)OCC)C1=CC=C(C=C1)OC1=C(C=CC=C1)OC)=O